COC1=C2C(=NC=C1)C=C(S2)C(=O)O 7-methoxythieno[3,2-b]pyridine-2-carboxylic acid